methyl 1-((6-(azetidin-3-yl)-2,5-dimethylpyridin-3-yl)methyl)piperidine-4-carboxylate N1CC(C1)C1=C(C=C(C(=N1)C)CN1CCC(CC1)C(=O)OC)C